C=C(C#CC1=CC(=CC=C1)F)C1=CC(=CC=C1)F 1,1'-(3-methylene-1-propyne-1,3-diyl)bis[3-fluorobenzene]